N-Ethylaminoethylbenzothiophene C(C)NCCC=1SC2=C(C1)C=CC=C2